C(CCCCCCC\C=C/CCCCCCCC)(=O)OCCCCCCCCCC decanol oleate